2-(1-(pyridin-3-yl)-1H-pyrazol-4-yl)acetamide N1=CC(=CC=C1)N1N=CC(=C1)CC(=O)N